7-oxaspiro[3.5]nonan-2-yl-methylamine C1C(CC12CCOCC2)NC